CC(C[C@H]1[C@@H](CC2N(CCC3=CC(=C(C=C23)OC)OCC23CC(C2)(C3)F)C1)O)(C)C (2R,3R,11R)-3-(2,2-dimethylpropyl)-9-({3-fluorobicyclo[1.1.1]pentan-1-yl}methoxy)-10-methoxy-1H,2H,3H,4H,6H,7H,11bH-pyrido[2,1-a]isoquinolin-2-ol